N-isopropylacetamidine C(C)(C)NC(C)=N